N-[(5-methyl-2-{2-[(3-phenoxypropanoyl)amino]phenyl}-1,3-oxazol-4-yl)methyl]-2-butynamide CC1=C(N=C(O1)C1=C(C=CC=C1)NC(CCOC1=CC=CC=C1)=O)CNC(C#CC)=O